BrC=1C=C(C=CC1)SCCN 2-((3-bromophenyl)thio)ethan-1-amine